tert-butyl (R)-3-(5-((4-fluorobenzyl)oxy)-2-methylbenzofuran-3-carboxamido)pyrrolidine-1-carboxylate FC1=CC=C(COC=2C=CC3=C(C(=C(O3)C)C(=O)N[C@H]3CN(CC3)C(=O)OC(C)(C)C)C2)C=C1